C1(CC1)C1=CSC2=C1CC(CC2)N(C(OC(C)(C)C)=O)C tert-butyl N-(3-cyclopropyl-4,5,6,7-tetrahydrobenzothiophen-5-yl)-N-methyl-carbamate